O1COCC2=C1C=CC=C2CCC(=O)NCC2=CC(=NO2)C2=CC=C(C=C2)Br 3-(benzo[d][1,3]dioxan-5-yl)-N-((3-(4-bromophenyl)isoxazol-5-yl)methyl)propanamide